sodium nitrosothreonine N(=O)N[C@@H]([C@H](O)C)C(=O)O.[Na]